Cl.CC1=C(C=CC(=C1)C)CCN 2-(2,4-dimethylphenyl)ethane-1-amine hydrochloride